(R)-4-fluoro-N-(5-methyl-6-oxo-6,7,8,9-tetrahydro-5H-pyrazino[2,3-b]azepin-7-yl)-1-((2-methylpyridin-3-yl)methyl)-1H-pyrazole-3-carboxamide FC=1C(=NN(C1)CC=1C(=NC=CC1)C)C(=O)N[C@@H]1CCC2=C(N(C1=O)C)N=CC=N2